5-bromo-2-chlorophenyl (4-ethoxyphenyl) ketone C(C)OC1=CC=C(C=C1)C(=O)C1=C(C=CC(=C1)Br)Cl